5-(4-fluoro-3-methylphenyl)pyrimidin FC1=C(C=C(C=C1)C=1C=NC=NC1)C